FC1=C(C(=CC(=C1)C1=NC(=CC=C1)OCCCOC)F)N1CC(CC1)CC(=O)OCC ethyl (1-{2,6-difluoro-4-[6-(3-methoxy-propoxy)-pyridin-2-yl]-phenyl}-pyrrolidin-3-yl)-acetate